4-(trifluoromethyl)-pyridin FC(C1=CC=NC=C1)(F)F